(E)-(3-chloroprop-1-en-1-yl)boronic acid ClC/C=C/B(O)O